2-sulfanilamido-thiazole S(=O)(C=1C(=CC=CC1)N)(=O)NC=1SC=CN1